(R)-1-ethyl-4-fluoro-N'-((3-phenyl-2-(trifluoromethyl)-6,7-dihydro-5H-cyclopenta[b]pyridin-4-yl)carbamoyl)-1H-pyrazole-3-sulfonimidamide C(C)N1N=C(C(=C1)F)[S@@](=O)(N)=NC(NC1=C2C(=NC(=C1C1=CC=CC=C1)C(F)(F)F)CCC2)=O